FC=1C=C2C(=NC(=NC2=C(C1C1=CN=CC=2CCCCC12)F)OCC12CCCN2CCC1)N1C[C@@H](N(CC1)C(C(=C)F)=O)CC#N 2-((2S)-4-(6,8-difluoro-2-((tetrahydro-1H-pyrrolizin-7a(5H)-yl)methoxy)-7-(5,6,7,8-tetrahydroisoquinolin-4-yl)quinazolin-4-yl)-1-(2-fluoroacryloyl)piperazin-2-yl)acetonitrile